[Si](C)(C)(C(C)(C)C)OCC12C(C(CC(C(C1[2H])[2H])(O2)CO[Si](C)(C)C(C)(C)C)=O)[2H] 1,5-bis[[tert-butyl(dimethyl)silyl]oxymethyl]-2,6,7-trideuterio-8-oxabicyclo[3.2.1]octan-3-one